ClC1=C(C(=NC=C1)O)CN1C(C2=CC=C(C=C2C=N1)S(=O)(=O)C1=CC=C(C=C1)OC)=O 2-((4-chloro-2-hydroxypyridin-3-yl)methyl)-6-(4-methoxyphenylsulfonyl)phthalazin-1(2H)-one